8-ethyl-7-fluoro-3-hydroxynaphthalen-1-yl triflate O(S(=O)(=O)C(F)(F)F)C1=CC(=CC2=CC=C(C(=C12)CC)F)O